C(C)N(CC)CC=1C=CC(=C(C1)NC(C1=CC=C(C=C1)NC1=NC=C(C(=N1)C1=CC=C(C=C1)OC(F)(F)F)OC)=O)C N-(5-diethylaminomethyl-2-methyl-phenyl)-4-[5-methoxy-4-(4-trifluoromethoxy-phenyl)-pyrimidin-2-ylamino]-benzamide